[I-].C(C(=C)C)(=O)OC1NC=C[N+]1(C)CCCOC(C)C 2-(Methacryloyloxy)-3-(isopropoxy-propan-1-yl)-3-methyl-1H-imidazolium iodid